C(C)OC1=C(C=C(C=C1)S(=O)(=O)N1CCN(CC1)CCCO[N+](=O)[O-])C1=NN2C(C(N1)=O)=C(C(=C2CCC)/C=N/O)C (E)-3-(4-((4-Ethoxy-3-(6-((hydroxyimino)methyl)-5-methyl-4-oxo-7-propyl-3,4-dihydropyrrolo[2,1-f][1,2,4]triazin-2-yl)phenyl)sulfonyl)piperazin-1-yl)propylnitrat